bismuth-tin-lead [Pb].[Sn].[Bi]